NC1=CC(=NC=C1)C(=O)OC methyl 4-amino-picolinate